BrC=1C=C(C(=C2CCNC12)F)F 7-bromo-4,5-difluoroindoline